4-(((3R,4S)-7-FLUORO-3-((R)-2-METHYLMORPHOLINO)CHROMAN-4-YL)AMINO)-1H-INDOLE-2-CARBONITRILE FC1=CC=C2[C@@H]([C@H](COC2=C1)N1C[C@H](OCC1)C)NC1=C2C=C(NC2=CC=C1)C#N